(1,2,3,4-tetrahydronaphthalene-1-carbonyl)-L-valyl-D-glutamic acid C1(CCCC2=CC=CC=C12)C(=O)N[C@@H](C(C)C)C(=O)N[C@H](CCC(=O)O)C(=O)O